FC=1C=CC(=NC1OC1=CC(=C(C=C1)C)OC)N1C(NC2(C1=O)CCCCC2)=O 3-[5-fluoro-6-(3-methoxy-4-methyl-phenoxy)-2-pyridyl]-1,3-diazaspiro[4.5]decane-2,4-dione